N2-(1-(6,7-dihydro-5H-pyrrolo[1,2-c]imidazol-7-yl)-3-methyl-1H-pyrazol-4-yl)-N1-methyl-5-(trifluoromethyl)pyrimidine-2,4-diamine C1=C2N(C=N1)CCC2N2N=C(C(=C2)NC2N(C=C(C(=N2)N)C(F)(F)F)C)C